ethyl 4-(hydroxymethyl)-1H-pyrazole-5-carboxylate OCC=1C=NNC1C(=O)OCC